COC(=O)C=1C=CC2=C(N(C(=N2)CN2CCC(CC2)C2=CC=CC=3OC[C@H](OC32)C3=C(C=C(C=C3)Cl)F)C[C@H]3OCC3)C1 2-((4-((R)-3-(4-chloro-2-fluorophenyl)-2,3-dihydrobenzo[b][1,4]dioxin-5-yl)piperidin-1-yl)methyl)-1-(((S)-oxetan-2-yl)methyl)-1H-benzo[d]imidazole-6-carboxylic acid methyl ester